ClC=1C=CC2=C(N(CN(S2(=O)=O)[C@H](C(=O)O)[C@H](C)C2=C(C(=CC=C2F)C)C)OC)C1 (2S,3R)-2-(6-chloro-4-methoxy-1,1-dioxido-3,4-dihydro-2H-benzo[e][1,2,4]thiadiazin-2-yl)-3-(6-fluoro-2,3-dimethylphenyl)butanoic acid